5-(2-thiophenecarbonyl)amino-3-(1-hexylpiperidin-4-yl)-pyrrolo[3,2-b]pyridine S1C(=CC=C1)C(=O)NC1=CC=C2C(=N1)C(=CN2)C2CCN(CC2)CCCCCC